FC(O[C@H]1CN(CC1)C=1C=2N(N=C(C1)C=1C(NC(NC1)=O)=O)C=CN2)F (R)-5-(8-(3-(difluoromethoxy)pyrrolidin-1-yl)imidazo[1,2-b]pyridazin-6-yl)pyrimidine-2,4(1H,3H)-dione